NC1=NN2C(C=C(C=C2)C=2C=C(C(=NC2)OC)C(=O)NCC2=C(C=C(C=C2)F)OC2COCC2)=N1 5-{2-amino-[1,2,4]triazolo[1,5-a]pyridin-7-yl}-N-{[4-fluoro-2-(oxacyclopent-3-yloxy)phenyl]methyl}-2-methoxypyridine-3-carboxamide